1-[3-[6-(1-methylpyrazol-4-yl)pyrazolo[1,5-a]pyrazin-4-yl]-8-azabicyclo[3.2.1]oct-8-yl]prop-2-en-1-one 9H-fluoren-9-ylmethyl-(6-aminohexyl)carbamat C1=CC=CC=2C3=CC=CC=C3C(C12)CN(C(O)=O)CCCCCCN.CN1N=CC(=C1)C=1N=C(C=2N(C1)N=CC2)C2CC1CCC(C2)N1C(C=C)=O